2,6-dichloro-9-methacryloyloxy-10-acetoxy-1,2,3,4-tetrahydroanthracene ClC1CC2=C(C3=CC=C(C=C3C(=C2CC1)OC(C)=O)Cl)OC(C(=C)C)=O